C1(CC1)C1=NN(C(=C1C(F)(F)F)C(=O)OCC)CC12CC(C1)(C2)C(F)(F)F Ethyl 3-cyclopropyl-4-(trifluoromethyl)-1-((3-(trifluoromethyl)bicyclo[1.1.1]pentan-1-yl)methyl)-1H-pyrazole-5-carboxylate